3-(7-Fluoro-5-((1-methyl-1H-pyrazol-4-yl)oxy)-4-oxo-1,4-dihydroquinolin-2-yl)-4-(methylsulfonyl)benzonitrile FC1=CC(=C2C(C=C(NC2=C1)C=1C=C(C#N)C=CC1S(=O)(=O)C)=O)OC=1C=NN(C1)C